ClC1=C(C(=CC(=C1)OCOC)B1OC(C(O1)(C)C)(C)C)CCCC#N 4-(2-chloro-4-(methoxymethoxy)-6-(4,4,5,5-tetramethyl-1,3,2-dioxaborolan-2-yl)phenyl)butanenitrile